2-(m-tolyloxy)ethan-1-amine C1(=CC(=CC=C1)OCCN)C